N-(4-(4-(methylsulfonyl)piperazin-1-yl)pyridin-2-yl)-5-(pyridin-4-yl)thiazolo[5,4-b]pyridin-2-amine CS(=O)(=O)N1CCN(CC1)C1=CC(=NC=C1)NC=1SC2=NC(=CC=C2N1)C1=CC=NC=C1